N-(3,5-Dimethoxyphenyl)-3-(1-methylpyrazol-4-yl)-N-[3-[4-(trifluoromethyl)piperidin-1-yl]propyl]quinoxalin-6-amine COC=1C=C(C=C(C1)OC)N(C=1C=C2N=C(C=NC2=CC1)C=1C=NN(C1)C)CCCN1CCC(CC1)C(F)(F)F